IC1=CN=C2N1C=CN=C2NC2=CC(=C(C(=O)N1CCC(CC1)C(=O)NCCN(C(OC(C)(C)C)=O)C)C=C2)C tert-butyl (2-(1-(4-((3-iodoimidazo[1,2-a]pyrazin-8-yl)amino)-2-methylbenzoyl)piperidine-4-carboxamido)ethyl)(methyl)carbamate